1-methyl-3-(3-methyl-4-phenoxyphenyl)-1,3,5-triazinane-2,4,6-trione CN1C(N(C(NC1=O)=O)C1=CC(=C(C=C1)OC1=CC=CC=C1)C)=O